IC=1C=C(C[C@](N)(C(=O)O)C)C=CC1O |r| 3-iodo-α-methyl-DL-tyrosine